C(=O)C1=CC=C(N1C)/C=C/C(=O)OCC Ethyl (E)-3-(5-formyl-1-methyl-1H-pyrrol-2-yl)-2-propenoate